(5-(4-((1H-imidazol-1-yl)methyl)-1-methyl-1H-pyrrolo[2,3-B]pyridin-6-yl)-1-oxoisoindolin-2-yl)piperidine-2,6-dione N1(C=NC=C1)CC1=C2C(=NC(=C1)C=1C=C3CN(C(C3=CC1)=O)N1C(CCCC1=O)=O)N(C=C2)C